BrC(C(=O)C=1C(=C(C=CC1)NS(=O)(=O)C1=C(C=CC=C1F)F)F)C1=NC(=NC=C1)Cl N-(3-(2-bromo-2-(2-chloropyrimidin-4-yl)acetyl)-2-fluorophenyl)-2,6-difluorobenzenesulfonamide